FC1=CC=C(C=C1)C(C(=O)ONC(OCC(Cl)(Cl)Cl)=O)C 2,2,2-Trichloroethyl ((2-(4-fluorophenyl)propanoyl)oxy)carbamate